ClC1=C(C=CC2=C1C(=NCC=1N2C=NN1)C1=C(C=CC=C1F)F)C(C)(F)F 7-Chloro-8-(1,1-difluoroethyl)-6-(2,6-difluorophenyl)-4H-[1,2,4]triazolo[4,3-a][1,4]benzodiazepin